N-[[(2R)-2-(3-cyanophenyl)oxetan-2-yl]methyl]-2-norbornan-2-yl-acetamide C(#N)C=1C=C(C=CC1)[C@@]1(OCC1)CNC(CC1C2CCC(C1)C2)=O